N-((5-((3-cyanobenzyl)oxy)-7-((2-cyano-[1,1'-biphenyl]-3-yl)methoxy)-benzo[c][1,2,5]oxadiazol-4-yl)methyl)-D-serine C(#N)C=1C=C(COC2=C(C=3C(=NON3)C(=C2)OCC=2C(=C(C=CC2)C2=CC=CC=C2)C#N)CN[C@H](CO)C(=O)O)C=CC1